2-(1-cyclopropylethyl)-6-isopropylphenol C1(CC1)C(C)C1=C(C(=CC=C1)C(C)C)O